O1C2=C(OC(C1([2H])[2H])([2H])[2H])C=C(C=C2)OC2CCN(CC2)C=2C(=C(C=1N(N2)C(C=C(N1)CC)=O)C)C 7-(4-((2,3-dihydrobenzo[b][1,4]dioxin-6-yl-2,2,3,3-d4)oxy)piperidin-1-yl)-2-ethyl-8,9-dimethyl-4H-pyrimido[1,2-b]pyridazin-4-one